COC(=O)[C@H]1CN(CC(N1)=O)C(=O)OC(C)(C)C (R)-5-oxopiperazine-1,3-dicarboxylic acid 1-tert-butyl 3-methyl ester